CCCCCCCCCCCCCCCCCCCCC(=O)[O-] The molecule is a long-chain fatty acid anion resulting from the deprotonation of the carboxy group of henicosanoic acid. Major species at pH 7.3. It is a straight-chain saturated fatty acid anion, a long-chain fatty acid anion and a fatty acid anion 21:0. It is a conjugate base of a henicosanoic acid.